diphenyl octylphosphite (decyl phosphite) C(CCCCCCCCC)P(O)(O)O.C(CCCCCCC)P(OC1=CC=CC=C1)(OC1=CC=CC=C1)O